N-(3-(2-hydroxy-2-methylcyclobutoxy)-1-(methyl-d3)-1H-pyrazol-4-yl)formamide OC1(C(CC1)OC1=NN(C=C1NC=O)C([2H])([2H])[2H])C